C(#N)C=1C=C(C=CC1)C=1N=C(SC1C1=CC(=NC(=C1)C)C)NC(=O)N1C(CN(CC1)C(=O)OC(C)(C)C)C1CC1 tert-butyl 4-[[4-(3-cyanophenyl)-5-(2,6-dimethyl-4-pyridyl)thiazol-2-yl]carbamoyl]-3-cyclopropyl-piperazine-1-carboxylate